N-[(1R)-1-cyclopropylethyl]-7-morpholino-5-(3-phenylpyrazol-1-yl)pyrazolo[1,5-a]pyrimidine-2-carboxamide C1(CC1)[C@@H](C)NC(=O)C1=NN2C(N=C(C=C2N2CCOCC2)N2N=C(C=C2)C2=CC=CC=C2)=C1